gold-palladium-rhodium [Rh].[Pd].[Au]